tert-butyl (8-bromo-2-butoxypyrazolo[1,5-a][1,3,5]triazin-4-yl)carbamate BrC=1C=NN2C1N=C(N=C2NC(OC(C)(C)C)=O)OCCCC